2-Chloro-N-(4-(7-fluoro-1H-indazole-4-carbonyl)-5-isopropoxy-2-methylpyridin-3-yl)acetamide ClCC(=O)NC=1C(=NC=C(C1C(=O)C=1C=2C=NNC2C(=CC1)F)OC(C)C)C